NC1=NC(=C2N=CN(C2=N1)[C@H]1C=C[C@H](C1)COP(=O)(OC1=CC=C(C=C1)Cl)N[C@@H](C)C(=O)OC)OC methyl ((((1S,4R)-4-(2-amino-6-methoxy-9H-purin-9-yl)cyclopent-2-en-1-yl)methoxy)(4-chlorophenoxy)phosphoryl)-L-alaninate